(S)-tert-butyl 4-(5-hydroxy-4-methylpyrimidin-2-yl)-2-methylpiperazine-1-carboxylate OC=1C(=NC(=NC1)N1C[C@@H](N(CC1)C(=O)OC(C)(C)C)C)C